N1(CCC2(CC1)OCC1=C2C=CC=C1)C1=NN=C2N1C1=C(CC(C2)N)C=CC=C1 1'H,3H-spiro[2-benzofuran-1,4'-piperidin]-1'-yl-5,6-dihydro-4H-[1,2,4]triazolo[4,3-a][1]benzazepin-5-amine